9,9-bis(6-(2-hydroxyethoxy)-2-naphthyl)fluorene OCCOC=1C=C2C=CC(=CC2=CC1)C1(C2=CC=CC=C2C=2C=CC=CC12)C1=CC2=CC=C(C=C2C=C1)OCCO